4'-(4-(9H-carbazol-9-yl)phenyl)-4,4''-di(9H-carbazol-9-yl)-6'-(3,6-dimethyl-9H-carbazol-9-yl)-5'-(4,6-diphenyl-1,3,5-triazin-2-yl)-[1,1':2',1''-terphenyl]-3'-carbonitrile C1=CC=CC=2C3=CC=CC=C3N(C12)C1=CC=C(C=C1)C1=C(C(=C(C(=C1C1=NC(=NC(=N1)C1=CC=CC=C1)C1=CC=CC=C1)N1C2=CC=C(C=C2C=2C=C(C=CC12)C)C)C1=CC=C(C=C1)N1C2=CC=CC=C2C=2C=CC=CC12)C1=CC=C(C=C1)N1C2=CC=CC=C2C=2C=CC=CC12)C#N